3,4-dihydro-7-hydroxyisoquinolin-1(2H)-one OC1=CC=C2CCNC(C2=C1)=O